1-amino-2,2'-binaphthyl NC1=C(C=CC2=CC=CC=C12)C1=CC2=CC=CC=C2C=C1